2-(cyclopropylmethyl)-N-methyl-N-phenyl-1,2,3,4-tetrahydroisoquinoline-7-amine hydrochloride Cl.C1(CC1)CN1CC2=CC(=CC=C2CC1)N(C1=CC=CC=C1)C